5,6-difluoro-N-(8-fluoro-6-oxo-1,2,3,4,5,6-hexahydrophenanthridin-1-yl)-N-methyl-1H-indole-2-carboxamide FC=1C=C2C=C(NC2=CC1F)C(=O)N(C)C1CCCC=2NC(C3=CC(=CC=C3C12)F)=O